BrC1=CC2=C(N(C=N2)[C@@H]2C[C@@H](CCC2)NC(OC(C)(C)C)=O)C=C1 tert-butyl ((1R,3S)-3-(5-bromo-1H-benzo[d]imidazol-1-yl)cyclohexyl)carbamate